N1C(=NC2=C1C=CC=C2)NC(=O)NC2=CC(=CC=C2)C(C)(C)C 1-(1H-benzo[d]imidazol-2-yl)-3-(3-(tert-butyl)phenyl)urea